Ethyl (1R,3S)-3-[(6-nitrothieno[3,2-b]pyridin-7-yl)amino]cyclopentanecarboxylate [N+](=O)([O-])C=1C(=C2C(=NC1)C=CS2)N[C@@H]2C[C@@H](CC2)C(=O)OCC